C/C(=C\\C=C\\C(=C\\1/C(=O)C[C@@H]2[C@@]1(CC[C@@H]3[C@@]2(CC[C@H]([C@]3(C)C(=O)[O-])OC(=O)C)C)C)\\C)/C=C/C(C(C)(C)O)OC The molecule is an oxo monocarboxylic acid anion obtained by the deprotonation of the carboxylic group of globostellatic acid C. It is a conjugate base of a globostellatic acid C.